N1(CCNCC1)C(=O)OC(=O)C=1C=C2C(=C(NC2=CC1)C1=CC(=C(C=C1)OC)OC)CC 2-(3,4-dimethoxyphenyl)-3-ethyl-1H-indole-5-carbonyl piperazine-1-carboxylate